FC1=C(C=CC(=C1C1=CC=C2C(=NNC2=C1F)C=1NC=CN1)F)NS(=O)(=O)C=1C(=NOC1C)C N-(2,4-difluoro-3-(7-fluoro-3-(1H-imidazol-2-yl)-1H-indazol-6-yl)phenyl)-3,5-dimethylisoxazole-4-sulfonamide